N=1C=CN2C1N=CC(=C2)C2=CNC=1N=C(N=CC12)NC1CC(C1)(O)C (1r,3r)-3-((5-(imidazo[1,2-a]pyrimidin-6-yl)-7H-pyrrolo[2,3-d]pyrimidin-2-yl)amino)-1-methylcyclobutan-1-ol